tert-Butyl (2S,4R)-2-((1-ethyl-1H-pyrazol-3-yl)carbamoyl)-4-fluoropyrrolidine-1-carboxylate C(C)N1N=C(C=C1)NC(=O)[C@H]1N(C[C@@H](C1)F)C(=O)OC(C)(C)C